4-(4-(((3-aminooxetan-3-yl)methyl)amino)-6-methylquinazolin-2-yl)-1-((trifluoromethylthio)imino)-2,3,4,5-tetrahydro-1H-1λ4-benzo[f][1,4]thiazepine-1-Oxide NC1(COC1)CNC1=NC(=NC2=CC=C(C=C12)C)N1CCS(C2=C(C1)C=CC=C2)(=NSC(F)(F)F)=O